COCCN1C(N(C2=CC=C(C=C2C1=O)NC(=O)NC1=CC(=CC=C1)NC)CCN1CCCCC1)=O 1-(3-(2-Methoxyethyl)-2,4-dioxo-1-(2-(piperidin-1-yl)ethyl)-1,2,3,4-tetrahydroquinazolin-6-yl)-3-(3-(methylamino)phenyl)urea